N1(CCCCC1)CC1(CC1)CO (1-(Piperidin-1-ylmethyl)cyclopropyl)methanol